6-[3-(5-chloro-2,4-difluoro-phenyl)-1H-pyrazol-4-yl]-N-[(3R)-1-isopropylpyrrolidin-3-yl]-N-methyl-1,5-naphthyridin-3-amine ClC=1C(=CC(=C(C1)C1=NNC=C1C=1N=C2C=C(C=NC2=CC1)N(C)[C@H]1CN(CC1)C(C)C)F)F